2-quinolinylmethyl ether N1=C(C=CC2=CC=CC=C12)OC